1-(((4-(3,8-diazabicyclo[3.2.1]oct-3-yl)-7-(8-ethynyl-7-fluoro-3-hydroxynaphthalen-1-yl)-8-fluoropyrido[4,3-d]pyrimidin-2-yl)oxy)methyl)cyclohexane C12CN(CC(CC1)N2)C=2C1=C(N=C(N2)OCC2CCCCC2)C(=C(N=C1)C1=CC(=CC2=CC=C(C(=C12)C#C)F)O)F